(phenyl)(terphenyl) tert-butyl-3-chloro-2-((2-chlorobenzyl)oxy)-5,8-dihydro-1,7-naphthyridine-7(6H)-carboxylate C(C)(C)(C)OC(=O)N1CCC=2C=C(C(=NC2C1)OCC1=C(C=CC=C1)Cl)Cl.C1(=CC=CC=C1)C1=C(C=CC=C1)C=1C(=CC=CC1)C1=CC=CC=C1